3-((4,4-bis(((Z)-oct-5-en-1-yl)oxy)butanoyl)oxy)-2-(((((1-ethylpiperidin-3-yl)methoxy)carbonyl)oxy)methyl)propyl (3-pentyloctyl) adipate C(CCCCC(=O)OCCC(CCCCC)CCCCC)(=O)OCC(COC(CCC(OCCCC\C=C/CC)OCCCC\C=C/CC)=O)COC(=O)OCC1CN(CCC1)CC